2-{3-[(4-methane-sulfonyl-2-methoxy-phenyl)amino]prop-1-yn-1-yl}-N-[(1R,4R)-4-{6-oxa-2-azaspiro[3.5]nonan-2-yl}cyclohexyl]-1-(2,2,2-trifluoroethyl)-1H-indol-4-amine CS(=O)(=O)C1=CC(=C(C=C1)NCC#CC=1N(C=2C=CC=C(C2C1)NC1CCC(CC1)N1CC2(C1)COCCC2)CC(F)(F)F)OC